bis(2,3,5,6-tetrafluorophenyl)fluoroborane FC1=C(C(=C(C=C1F)F)F)B(F)C1=C(C(=CC(=C1F)F)F)F